FC1=C(C=CC=C1)C=1N=C(SC1)NC1CC2(CC(C2)OC2=C(C(=O)N)C=CC=N2)C1 2-(((2S,4s,6S)-6-((4-(2-fluorophenyl)thiazol-2-yl)amino)spiro[3.3]heptan-2-yl)oxy)nicotinamide